C(=O)O.C(#N)C=1C(=NC=C(C1C1=CC(=C(C=C1)C#N)F)C1=CC(=C(C=C1)OCC(C)(C)O)O)N1CCC(CC1)NCC1=CC=C(C=N1)/C=C/C(=O)NO (E)-3-(6-(((1-(3-Cyano-4-(4-cyano-3-fluorophenyl)-5-(3-hydroxy-4-(2-hydroxy-2-methylpropoxy)phenyl)pyridin-2-yl)piperidin-4-yl)amino)methyl)pyridin-3-yl)-N-hydroxyacrylamide formate